2,4,6-Trichloroanisole ClC1=C(C(=CC(=C1)Cl)Cl)OC